C(CCCCCCCCCCCCCCCCCCC)(=O)OCCCCCCCCCCCCCCCCCCCC icosyl icosanate